1,1-dimethyl-3,4-dihydro-2H-isoquinolin-6-ol CC1(NCCC2=CC(=CC=C12)O)C